C(C)(C)(C)OC(NCCOC1=CC2=C(N=C(S2)C2=C3N=CC(=NC3=CC(=C2)C)COC)C=C1)=O 2-(2-(2-(methoxymethyl)-7-methylquinoxalin-5-yl)benzo[d]thiazol-6-yloxy)ethylcarbamic acid tert-butyl ester